C(#C)[C@@]1([C@]2(C)[C@@H](CC1)[C@@H]1CCC=3C=C(C(=CC3[C@H]1CC2)CN2CCNCC2)OC)O (17β)-17-ethynyl-3-methoxy-2-(piperazin-1-ylmethyl)estra-1,3,5(10)-trien-17-ol